(5S)-3-bromo-5-[2-fluoro-4-methyl-5-[3-(trifluoromethyl)phenoxy]phenyl]-4,5-dihydroisoxazole BrC1=NO[C@@H](C1)C1=C(C=C(C(=C1)OC1=CC(=CC=C1)C(F)(F)F)C)F